CC1(COCCC1)C(=O)O 3-METHYLOXANE-3-CARBOXYLIC ACID